3-({3-[(2S)-2-hydroxy-2-(4-methylphenyl)ethyl]-1,2,4-oxadiazol-5-yl}methyl)-1-methyl-1,2,3,4-tetrahydropyrimidine-2,4-dione O[C@@H](CC1=NOC(=N1)CN1C(N(C=CC1=O)C)=O)C1=CC=C(C=C1)C